FC(C1=CC=C(C=C1)C=1C(=NN2C1CNCC2)C(=O)OC(C)(C)C)(F)F tert-butyl 3-[4-(trifluoromethyl) phenyl]-4,5,6,7-tetrahydropyrazolo[1,5-a]pyrazine-2-carboxylate